F[B-](F)(F)F.O[SH2+] hydroxysulfonium tetrafluoroborate